2-((5-cyclopropyl-1H-pyrazol-3-yl)amino)-N-methyl-4-morpholinofuro[3,2-d]pyrimidine-6-carboxamide C1(CC1)C1=CC(=NN1)NC=1N=C(C2=C(N1)C=C(O2)C(=O)NC)N2CCOCC2